[N-](S(=O)(=O)C(F)(F)F)S(=O)(=O)C(F)(F)F.C[N+]1(CCCC1)CCCCCC 1-methyl-1-hexylpyrrolidinium bis(trifluoromethanesulfonyl)imide salt